COC1=CC=C(C=C1)C=1NN=C2N=C(C=C(C21)C(=O)O)C2=CC(=C(C(=C2)OC)OC)OC 3-(4-methoxyphenyl)-6-(3,4,5-trimethoxyphenyl)-2H-pyrazolo[3,4-b]pyridine-4-carboxylic acid